(R)-(6-(6-(2-(5-fluoro-2-methoxypyridin-3-yl)pyrrolidin-1-yl)imidazo[1,2-b]pyridazin-3-yl)pyrimidin-4-yl)methanol FC=1C=C(C(=NC1)OC)[C@@H]1N(CCC1)C=1C=CC=2N(N1)C(=CN2)C2=CC(=NC=N2)CO